CNC(=O)N1CCN(CC1)C1=NC=C(C=N1)OCC1=C(C=CC=C1C(F)(F)F)C N-methyl-4-(5-{[2-methyl-6-(trifluoromethyl)phenyl]methoxy}pyrimidin-2-yl)piperazine-1-carboxamide